COC1=CC=C(C=C1)S(=O)(=O)OC=1C=CC=2C=CC3=CC=CC=C3C2C1 phenanthren-3-yl 4-methoxybenzenesulfonate